CN(C)C(=O)C1=CC=CC=C1N 2-amino-N,N-dimethylbenzamide